NC1[C@@H](C(CCC1)NS(=O)C(C)(C)C)C N-[(2S)-3-amino-2-methyl-cyclohexyl]-2-methyl-propane-2-sulfinamide